FC(C=1N=C(SC1)C12CC(C1)(C2)N)(F)F 3-[4-(trifluoromethyl)thiazol-2-yl]bicyclo[1.1.1]pentan-1-amine